C(C1=CC=CC=C1)N(C(=O)NC1=CC(=C(C=C1)Cl)Cl)C1CCN(CC1)CC(C)O 1-benzyl-3-(3,4-dichlorophenyl)-1-(1-(2-hydroxypropyl)piperidin-4-yl)urea